(3R)-1'-(7-bromo-6-methyl-pyrazolo[1,5-a]pyrazin-4-yl)spiro[indoline-2,4'-piperidin]-3-amine hydrochloride Cl.BrC1=C(N=C(C=2N1N=CC2)N2CCC1(CC2)NC2=CC=CC=C2[C@H]1N)C